COCCCOC1=C(C(=NC=C1)CSC1=NC2=C(N1)C=CC(=C2)N2CC(CC2)C)C 2-[({4-[(3-methoxypropyl)oxy]-3-methylpyridin-2-yl}methyl)thio]-5-(3-methylpyrrolidin-1-yl)-1H-benzo[d]imidazole